3-(4-(((2-methylbiphenyl-3-yl)methoxy)methyl)-1H-1,2,3-triazol-1-yl)benzonitrile CC1=C(C=CC=C1COCC=1N=NN(C1)C=1C=C(C#N)C=CC1)C1=CC=CC=C1